2,7-Dimethyl-3-(1-methyl-1H-pyrazol-4-yl)-2,4,5,7-tetrahydro-6H-pyrazolo[3,4-c]pyridin CN1N=C2C(NCCC2=C1C=1C=NN(C1)C)C